(S)-3-methoxy-N-(6-(5-methyl-6,7-dihydro-5H-pyrrolo[2,1-c][1,2,4]triazol-3-yl)pyridin-2-yl)isonicotinamide COC1=C(C(=O)NC2=NC(=CC=C2)C=2N3C(=NN2)CC[C@@H]3C)C=CN=C1